(Z)-1-(((5-(4,4,4-Trifluoro-1-(3-fluoro-1-(tetrahydro-2H-pyran-2-yl)-1H-indazol-5-yl)-2-phenylbut-1-en-1-yl)pyridin-2-yl)oxy)methyl)cyclopropan-1-amine FC(C/C(=C(\C=1C=C2C(=NN(C2=CC1)C1OCCCC1)F)/C=1C=CC(=NC1)OCC1(CC1)N)/C1=CC=CC=C1)(F)F